2-(2-(4-(benzyloxy)benzamido)-4-hydroxypyrimidine-5-carboxamido)acetic acid C(C1=CC=CC=C1)OC1=CC=C(C(=O)NC2=NC=C(C(=N2)O)C(=O)NCC(=O)O)C=C1